FC1=CC=C(C=C1)NCS(=O)(=O)NC(\C=C\C1=CC(=C(C=C1)OC(C)C)OC)=O (E)-N-((4-fluorophenyl)aminomethylsulfonyl)-3-(4-isopropoxy-3-methoxyphenyl)acrylamide